5-(3-phenylphenyl)quinoxalino[2,1-b]quinazoline-6,12-dione C1(=CC=CC=C1)C=1C=C(C=CC1)N1C(C2=NC=3C=CC=CC3C(N2C=2C=CC=CC12)=O)=O